FC=1C=NC=CC1C=1N=C2N(N=C(C=C2)C)C1C(=O)N[C@@H]1C(NC2=C(C(=N1)C1=CC=CC=C1)C=CC=C2)=O 2-(3-Fluoropyridin-4-yl)-6-methyl-N-[(3S)-2-oxo-5-phenyl-1,3-dihydro-1,4-benzodiazepin-3-yl]imidazo[1,2-b]pyridazine-3-carboxamide